2-bromo-4-(3-fluoropropyl)pyridine BrC1=NC=CC(=C1)CCCF